NC1=NC=CC=C1C1=NC=2C(=NC(=CC2)C2=CC=CC=C2)N1C1=CC=C(CNC=2C=NC=C(C#N)C2)C=C1 5-((4-(2-(2-Aminopyridin-3-yl)-5-phenyl-3H-imidazo[4,5-b]pyridin-3-yl)benzyl)amino)nicotinonitrile